O1-benzyl O3-ethyl 2-methyl-4-oxo-piperidine-1,3-dicarboxylate CC1N(CCC(C1C(=O)OCC)=O)C(=O)OCC1=CC=CC=C1